FC1=C2C=CN(C2=C(C=C1)C)C1=CC(=CC=C1)N1CCN(CC1)C(C)C1=CC=CC=C1 4-fluoro-7-methyl-N-(3-(4-(1-phenylethyl)piperazin-1-yl)phenyl)-1H-indole